[Br-].C(C)(=O)CCCC[P+](C1=CC=CC=C1)(C1=CC=CC=C1)C1=CC=CC=C1 4-acetyl-butyltriphenyl-phosphonium bromide salt